C12(C=CC(=C1C2)C)C(C)C thujadiene